C(C(=O)O)(=O)O.C(C)(C)(C)OC(=O)C(C)CCCCC.CC(CCCCC)C(=O)OC(C)(C)C Heptane-2-carboxylic acid tert-butyl ester hemioxalate